NC1=NC=NC=2N(C3=C(C=C(C=C3C21)C=2C=NC(=NC2)C)C)CC(=O)N2[C@@H](C[C@@](C2)(C)F)C(=O)NC2=NC(=CC=C2)Br (2S,4R)-1-(2-(4-amino-8-methyl-6-(2-methylpyrimidin-5-yl)-9H-pyrimido[4,5-b]indol-9-yl)acetyl)-N-(6-bromopyridin-2-yl)-4-fluoro-4-methylpyrrolidine-2-carboxamide